4-(4-oxo-3,4-dihydrophthalazin-1-yl)butyl 4-(5-(trifluoromethyl)pyrimidin-2-yl)piperazine-1-carboxylate FC(C=1C=NC(=NC1)N1CCN(CC1)C(=O)OCCCCC1=NNC(C2=CC=CC=C12)=O)(F)F